[Br-].C(CCCCCCCC)OC(CCCCCCCCC=CC1=CC=C(C=C1)[P+](C)(C)C)OCCCCCCCCC (4Z)-11,11-dinonyloxy-4-undecenyl-trimethylphenylphosphonium bromide